O=C1[C@]2(C=3C(=NC=CC3)N1COCC[Si](C)(C)C)CC1=CC=C(C=C1C2)C(=O)OC methyl (R)-2'-oxo-1'-((2-(trimethylsilyl)ethoxy)methyl)-1,1',2',3-tetrahydrospiro[indene-2,3'-pyrrolo[2,3-b]pyridine]-5-carboxylate